(E)-3-(3,4-dimethoxy-phenyl)-N-(4-methoxyphenethyl)acrylamide COC=1C=C(C=CC1OC)/C=C/C(=O)NCCC1=CC=C(C=C1)OC